methyl 3-(5-((4-(cyclopropanecarbonyl)-3-hydroxy-2-methylphenoxy)methyl)pyrazin-2-yl)-2-methoxybenzoate C1(CC1)C(=O)C1=C(C(=C(OCC=2N=CC(=NC2)C=2C(=C(C(=O)OC)C=CC2)OC)C=C1)C)O